C(C1=CC=CC=C1)N1N=C(N=C1)C(=O)NC1C(N(C=2N(CCC1)N=CC2)C)=O 1-Benzyl-N-(4-methyl-5-oxo-4,5,6,7,8,9-hexahydropyrazolo[1,5-a][1,3]diazocin-6-yl)-1H-1,2,4-triazol-3-carboxamid